2-Nitro-4-(oxetan-3-yloxy)phenol [N+](=O)([O-])C1=C(C=CC(=C1)OC1COC1)O